2-(4-methylbenzyl)-2-(dimethylamino)-1-(4-morpholinyl)-1-butanone CC1=CC=C(CC(C(=O)N2CCOCC2)(CC)N(C)C)C=C1